C(C)(C)(C)OC(N(CC)[C@@H](CN)C1=CC=CC=C1)=O (R)-(2-amino-1-phenylethyl)(ethyl)carbamic acid tert-butyl ester